(3R,5R,8R,9R,10S,13S,14S,17S)-N-(4-cyanopyrimidin-2-yl)-3-hydroxy-3-(methoxymethyl)-13-methylhexadecahydro-1H-cyclopenta[a]phenanthrene-17-carboxamide C(#N)C1=NC(=NC=C1)NC(=O)[C@H]1CC[C@H]2[C@@H]3CC[C@@H]4C[C@](CC[C@@H]4[C@H]3CC[C@]12C)(COC)O